N-(3-bromo-4-fluorophenyl)-N'-hydroxy-4-((2-(5-carbonyl-4,5-dihydro-1H-tetrazol-1-yl)ethyl)amino)-1,2,5-oxadiazole-3-formamidine BrC=1C=C(C=CC1F)NC(=NO)C1=NON=C1NCCN1N=NNC1=C=O